2-(9H-carbazol-2-yl)-N-(2,4-difluorobenzyl)acetamide C1=C(C=CC=2C3=CC=CC=C3NC12)CC(=O)NCC1=C(C=C(C=C1)F)F